isononyl hexanoate C(CCCCC)(=O)OCCCCCCC(C)C